N[C@@H](C(=O)N[C@H](C(=O)N[C@@H](CCCCN)C1=NC(=NO1)CCC1=CC=CC=C1)CC1=C(C=C(C=C1C)O)C)CCCNC(=N)N (R)-2-amino-N-((S)-1-(((S)-5-amino-1-(3-phenethyl-1,2,4-oxadiazol-5-yl)pentyl)amino)-3-(4-hydroxy-2,6-dimethylphenyl)-1-oxopropan-2-yl)-5-guanidino-pentanamide